decylmethylbis(trimethylsiloxy)silane benzyl-(1-(tert-butyl)-3-((2R,4R)-4-((tert-butyldimethylsilyl)oxy)tetrahydrofuran-2-yl)-1H-pyrazol-5-yl)carbamate C(C1=CC=CC=C1)N(C(O)=O)C1=CC(=NN1C(C)(C)C)[C@@H]1OC[C@@H](C1)O[Si](C)(C)C(C)(C)C.C(CCCCCCCCC)[Si](O[Si](C)(C)C)(O[Si](C)(C)C)C